3-Methyl-5-((4-methylthiazol-2-yl)amino)benzoic acid CC=1C=C(C(=O)O)C=C(C1)NC=1SC=C(N1)C